tert-butyl 4-(3-hydroxypropoxy)-6-azaspiro[2.5]octane-6-carboxylate OCCCOC1C2(CC2)CCN(C1)C(=O)OC(C)(C)C